CC1=C(C(=O)N[C@H](C)C2=CC=CC3=CC=CC=C23)C=C(C=C1)NS(=O)(=O)C=1C=NC=CC1 (R)-2-methyl-N-(1-(naphthalen-1-yl)ethyl)-5-(pyridine-3-sulfonamido)benzamide